di(methoxycarbonyl)-3,3'-di(tert-butylperoxycarbonyl)benzophenone COC(=O)C1=C(C(=C(C(=O)C2=CC(=CC=C2)C(=O)OOC(C)(C)C)C=C1)C(=O)OC)C(=O)OOC(C)(C)C